The molecule is a linear oligosaccharide phosphate comprising an N-acetyl-alpha-D-glucosamine residue,an L-glycero-alpha-D-manno-heptose residue phosphoethanolamine-substituted on O-3, another L-glycero-alpha-D-manno-heptose residue and a 3-deoxy-D-manno-oct-2-ulosonic acid (2-keto-3-deoxy-D-mannooctanoic acid, Kdo) in a (1->2), (1->3), (1->5) sequence. Corresponds to the icsb mutant of the core oligosaccharide of Neisseria meningitidis. It is an oligosaccharide phosphate and an amino tetrasaccharide. CC(=O)N[C@@H]1[C@H]([C@@H]([C@H](O[C@@H]1O[C@H]2[C@H]([C@@H]([C@H](O[C@@H]2O[C@H]3[C@@H]([C@H](O[C@@H]([C@H]3O)O[C@@H]4[C@@H](CC(O[C@@H]4[C@@H](CO)O)(C(=O)O)O)O)[C@H](CO)O)O)[C@H](CO)O)O)OP(=O)(O)OCCN)CO)O)O